2-ethyl-N-(5-(4-fluorobenzo[d][1,3]dioxol-5-yl)-1-(3-hydroxy-3-methylbutyl)-1H-pyrazolo[3,4-b]pyridin-3-yl)butanamide C(C)C(C(=O)NC1=NN(C2=NC=C(C=C21)C2=C(C1=C(OCO1)C=C2)F)CCC(C)(C)O)CC